C(#N)C1=CC2=NC(C(N=C2C=C1[N+](=O)[O-])=O)=O 6-Cyano-7-nitroquinoxaline-2,3-dione